BrC=1C(N(C(=C(C1)C1=C(C=CC(=C1)F)Cl)C1=C(C=C(C=C1F)F)F)CC)=O 3-bromo-5-(2-chloro-5-fluorophenyl)-1-ethyl-6-(2,4,6-trifluorophenyl)pyridin-2(1H)-one